ClC=1C(=CC(=C(C1)C=1NC=2C=CN=C(C2C(C1)=O)C(=O)N)C)C1CC2(CC(C2)(F)F)C1 2-[5-chloro-4-(2,2-difluorospiro[3.3]heptan-6-yl)-2-methyl-phenyl]-4-oxo-1H-1,6-naphthyridine-5-carboxamide